C(C)(C)(C)C1(C(C=CC=C1)C(C)(C)C)C(C)C 1,2-bis(tert-butyl)-cumene